2-((tetrahydro-2H-pyran-4-yl) oxy)-ethyl acetate C(C)(=O)OCCOC1CCOCC1